C(CCC)C1=CC=C(C=C1)C=1C=C2CC(C(C2=CC1F)NC(O[C@@H]1CN2CCC1CC2)=O)(C)C (S)-quinuclidin-3-yl (5-(4-butylphenyl)-6-fluoro-2,2-dimethyl-2,3-dihydro-1H-inden-1-yl)carbamate